OC12C(C=3C=C(SC3N=C2N(CC1)C1=CC=C(C=C1)CC(=O)N(C)C)C)=O 2-(4-{9-hydroxy-5-methyl-8-oxo-4-thia-2,12-diazatricyclo[7.3.0.03,7]dodeca-1,3(7),5-trien-12-yl}phenyl)-N,N-dimethylacetamide